(cis)-3-(hydroxymethyl)-3-nitro-2-({[(cis)-4-phenylcyclohexyl]oxy}methyl)pyrrolidine-1-carboxylic acid benzyl ester C(C1=CC=CC=C1)OC(=O)N1[C@H]([C@](CC1)([N+](=O)[O-])CO)CO[C@@H]1CC[C@@H](CC1)C1=CC=CC=C1